ClC=1C(=NC=CC1)N1N=C(C=C1C(=O)NC=1C(=CC=2N(C1C(=O)NC)N=CC2)C)OC2CSC2 6-(1-(3-Chloropyridin-2-yl)-3-(thietan-3-yloxy)-1H-pyrazol-5-carboxamido)-N,5-dimethylpyrazolo[1,5-a]pyridin-7-carboxamid